C(C)(C)(C)OC(=O)NN(C(=O)N(N(C=O)OC(C)(C)C)C(C)C)C(C)C N-({N'-[(tert-butoxy)carbonyl]-N-(propan-2-yl)hydrazinecarbonyl}(propan-2-yl)amino)(tert-butoxy)formamide